2-[[(1S)-1-[4-(4-methylthiazol-5-yl)phenyl]ethyl]carbamoyl]pyrrolidine CC=1N=CSC1C1=CC=C(C=C1)[C@H](C)NC(=O)C1NCCC1